4-fluoro-N-[4-fluoro-5-(6-morpholin-4-ylpyridin-3-yl)-2-[(3R,5S)-3,4,5-trimethylpiperazin-1-yl]phenyl]-2-(trifluoromethyl)benzamide acetylene-1,2-dicarboxylate C(#CC(=O)O)C(=O)O.FC1=CC(=C(C(=O)NC2=C(C=C(C(=C2)C=2C=NC(=CC2)N2CCOCC2)F)N2C[C@H](N([C@H](C2)C)C)C)C=C1)C(F)(F)F